NC1=NC(=C2C(=N1)N(N=C2)CC2=C(C=CC=C2F)F)C=2C=NC=C(C#N)C2 5-(6-amino-1-(2,6-difluorobenzyl)-1H-pyrazolo[3,4-d]pyrimidin-4-yl)nicotinonitrile